13-ethyl-11-fluoro-6,7,13,14-tetrahydro-1,15-ethenopyrazolo[4,3-f][1,4,8,10]benzoxatriazacyclotridecin-4(5H)-one C(C)C1NC2=NC3=C(C(NCCOC4=C1C=C(C=C4)F)=O)C=NN3C=C2